ClC=1C=CC(=NC1)C=1N=C2N(C=CC=C2)C1CN1C2CCN(C(C1)CC2)C(=O)[O-] 6-{[2-(5-chloropyridin-2-yl)imidazo[1,2-a]pyridin-3-yl]methyl}-2,6-diazabicyclo[3.2.2]nonane-2-carboxylate